C1(CC1)(CO)CO cyclopropane-1,1-diyldimethanol